2-(1-(2-cyanophenyl)piperidin-4-yl)-N-(imidazo[1,2-a]pyridin-3-yl)acetamide C(#N)C1=C(C=CC=C1)N1CCC(CC1)CC(=O)NC1=CN=C2N1C=CC=C2